6-isopentenyladenine C(CC(=C)C)C1(C2=NC=NC2=NC=N1)N